Pyrazine-2-carboxamide formate C(=O)O.N1=C(C=NC=C1)C(=O)N